(R)-4-((1-(3-(difluoromethyl)-2-fluorophenyl)ethyl)amino)-8-((dimethyl(oxo)-λ6-sulfanylidene)amino)-6-(1-(fluoromethyl)cyclopropyl)-2-methylpyrido[4,3-d]pyrimidine-7(6H)-one FC(C=1C(=C(C=CC1)[C@@H](C)NC=1C=2C(N=C(N1)C)=C(C(N(C2)C2(CC2)CF)=O)N=S(=O)(C)C)F)F